5-(4-((3-ethyl-2-oxo-2,3-dihydro-1H-pyrimido[4,5,6-de]quinazolin-8-yl)methyl)piperazin-1-yl)-6-fluoro-N-methylpyridineamide C(C)N1C(NC2=CC(=CC=3C2=C1N=CN3)CN3CCN(CC3)C=3C=CC(=NC3F)C(=O)NC)=O